methyl N-[5-[6-[(5-cyano-2-methyl-benzoyl)-methyl-amino]-8-methyl-imidazo[1,2-a]pyridin-3-yl]-2-pyridyl]carbamate C(#N)C=1C=CC(=C(C(=O)N(C=2C=C(C=3N(C2)C(=CN3)C=3C=CC(=NC3)NC(OC)=O)C)C)C1)C